(S)-4-(2-(4-(2-acetyl-5-chlorophenyl)-3-methoxy-6-oxopyridazin-1(6H)-yl)-3-phenylpropionamido)-2-fluorobenzoic acid C(C)(=O)C1=C(C=C(C=C1)Cl)C=1C(=NN(C(C1)=O)[C@H](C(=O)NC1=CC(=C(C(=O)O)C=C1)F)CC1=CC=CC=C1)OC